(ethoxycarbonylmethyl)-6-Methoxyquinolinium C(C)OC(=O)C[N+]1=CC=CC2=CC(=CC=C12)OC